NC=1N=C(SC1C(=O)C1=CC=NC=C1)N(C1=CC=C(C=C1)Cl)[C@@H](C(=O)N)C (R)-2-(N-[4-amino-5-(pyridine-4-carbonyl)thiazol-2-yl]-4-chloro-anilino)propanamide